1-(triethoxysilylmethyl)benzo[d]-1,3-diazole C(C)O[Si](OCC)(OCC)CN1C=NC2=C1C=CC=C2